4-(2-{[(4as,7ar)-1-methyl-octahydro-1H-cyclopenta[b]pyridin-4a-yl]methoxy}-8-fluoro-4-{8-oxa-3-azabicyclo[3.2.1]oct-3-yl}pyrido[4,3-d]pyrimidin-7-yl)-5-ethynyl-6-fluoronaphthalen-2-ol CN1[C@H]2[C@@](CCC1)(CCC2)COC=2N=C(C1=C(N2)C(=C(N=C1)C1=CC(=CC2=CC=C(C(=C12)C#C)F)O)F)N1CC2CCC(C1)O2